BrC=1C(=C(C=C(C1)F)N(S(=O)(=O)CCC)S(=O)(=O)CCC)F N-(3-bromo-2,5-difluorophenyl)-N-(propylsulfonyl)propane-1-sulfonamide